NCC[Si](OCCCCCCCCCCCCCCCC)(OCCCCCCCCCCCCCC)OCCCCCCCCCCCC 2-aminoethyl(dodecanoxy)tetradecanoxy(hexadecanoxy)silane